CO[C@@H]1CC[C@H](CC1)C(=O)NC=1N=CC2=CC=C(C=C2C1)C1=CN=CN1C trans-4-methoxy-N-(6-(1-methyl-1H-imidazol-5-yl)isoquinolin-3-yl)cyclohexane-1-carboxamide